C(#N)C1=CC=C(C2=CC=CC=C12)NC(C(C)(C)N1N=CC(=C1)C#CC1CN(C1)C=1C=CC2=C(N=NN(C2=O)C2C(NC(CC2)=O)=O)C1)=O N-(4-cyanonaphthalene-1-yl)-2-(4-((1-(3-(2,6-dioxopiperidin-3-yl)-4-oxo-3,4-Dihydrobenzo[d][1,2,3]triazin-7-yl)azetidin-3-yl)ethynyl)-1H-pyrazol-1-yl)-2-Methylpropionamide